FC(C1=CC=C(C=CC(=O)[O-])C=C1)(F)F.C(C)(C)(C)C1=CC=C(C=C1)[I+]C1=CC=C(C=C1)C(C)(C)C bis(4-(tert-butyl)phenyl)iodonium 4-trifluoromethyl-cinnamate